5-((1,3-dihydroisobenzofuran-5-yl)methyl)pyridin-2-amine C1OCC2=CC(=CC=C12)CC=1C=CC(=NC1)N